3-methyl-2-((5-methyl-2-((4-(4-methylpiperazin-1-yl)phenyl)amino)thieno[2,3-d]pyrimidin-4-yl)amino)butane-1-ol CC(C(CO)NC=1C2=C(N=C(N1)NC1=CC=C(C=C1)N1CCN(CC1)C)SC=C2C)C